FC(C1=CC=2N(C3=CC=CC=C3N(C2C=C1)CCCCO)CCCCO)(F)F 4,4'-(2-(trifluoromethyl)phenazine-5,10-diyl)bis(butan-1-ol)